NCC(C[Si](C)(C)OCCCC)C 3-amino-2-methylpropyl-(butoxydimethylsilane)